(S)-6-((1-(5-Fluoro-2,3-dihydrobenzofuran-6-yl)ethyl)amino)-3-isopropyl-1,3,5-triazine FC=1C(=CC2=C(CCO2)C1)[C@H](C)NC=1N=CN(CN1)C(C)C